2,7-bis(phenethylmercapto)thianthrene 9-methyldecyl-acrylate CC(CCCCCCCCOC(C=C)=O)C.C(CC1=CC=CC=C1)SC1=CC=2SC3=CC=C(C=C3SC2C=C1)SCCC1=CC=CC=C1